N,6-diaminocarbazole NN1C2=CC=C(C=C2C=2C=CC=CC12)N